iridium disulphide iridium(III) [Ir+3].[Ir](=S)=S